(4-(4-((3-(3,6-difluoropyridin-2-yl)-1-((1r,4r)-4-ethoxycyclohexyl)-1H-pyrazol-4-yl)carbamoyl)thiazol-2-yl)-1H-pyrazol-1-yl)methyl glycinate benzenesulfonate C1(=CC=CC=C1)S(=O)(=O)O.NCC(=O)OCN1N=CC(=C1)C=1SC=C(N1)C(NC=1C(=NN(C1)C1CCC(CC1)OCC)C1=NC(=CC=C1F)F)=O